1,3-didodecyloxybenzene C(CCCCCCCCCCC)OC1=CC(=CC=C1)OCCCCCCCCCCCC